F[P-](F)(F)(F)(F)F.N1(N=NC2=C1N=CC=C2)O[P+](N2CCCC2)(N2CCCC2)N2CCCC2 (7-azabenzotriazole-1-yloxy)tripyrrolidinophosphonium hexafluorophosphate